FC1=C2C=C(NC2=CC=C1OC1=CC=NC2=CC(=C(C=C12)OC)O)C 4-((4-fluoro-2-methyl-1H-indol-5-yl)oxy)-6-methoxyquinolin-7-ol